2,5-dimethoxy-4-(pentylthio)benzaldehyde COC1=C(C=O)C=C(C(=C1)SCCCCC)OC